Dimethyl 4-oxadispiro[chroman-2,1'-cyclohexane-4',2''-[1,3]dithiane]-6,7-dicarboxylate S1C2(SCCC1)CCC1(CC2)OC2=CC(=C(C=C2OC1)C(=O)OC)C(=O)OC